2-[(1S,3R)-3-(hydroxymethyl)-1-methyl-1,2,3,4-tetrahydroisoquinolin-2-ium-5-yl]propan-2-ol chloride [Cl-].OC[C@@H]1[NH2+][C@H](C2=CC=CC(=C2C1)C(C)(C)O)C